C(C)(C)(C)OC(=O)N1CCN(CC1)C=1C=C2C(=CN(C2=CC1)CC)C(=O)O 5-(4-(tert-Butoxycarbonyl)piperazin-1-yl)-1-ethyl-1H-indole-3-carboxylic acid